C(#N)C1(C(NC2=CC(=CC=C12)CN1CC2(CCN(C2)C2=NC=NC=C2OC2=C(C(=O)N(C(C)C)C(C)C)C=C(C=C2)F)CC1)=O)C 2-((4-(7-((3-cyano-3-methyl-2-oxoindolin-6-yl)methyl)-2,7-diazaspiro[4.4]non-2-yl)pyrimidin-5-yl)oxy)-5-fluoro-N,N-diisopropylbenzamide